C(=O)(O)N[C@@H]1CC[C@H](CC1)C(=O)O trans-4-(carboxyamino)-cyclohexane-1-carboxylic acid